4-cycloheptyl-1,4-diazepane-1-carboxylate C1(CCCCCC1)N1CCN(CCC1)C(=O)[O-]